tert-butyl (R)-1-(2,2-dimethyl-4-oxopyrrolidin-1-yl)-4-chloro-3-(2-fluorophenyl)-12-oxo-6a,7,9,10-tetrahydro-12H-pyrazino[2,1-c]pyrido[3,4-f][1,4]oxazepine-8(6H)-carboxylate CC1(N(CC(C1)=O)C1=NC(=C(C2=C1C(N1[C@@H](CO2)CN(CC1)C(=O)OC(C)(C)C)=O)Cl)C1=C(C=CC=C1)F)C